3-[2-chloro-5-[3-chloro-5-(trifluoromethyl)pyrazin-2-yl]-4-fluoro-phenyl]-5-methyl-4H-isoxazole-5-carboxylic acid ethyl ester C(C)OC(=O)C1(CC(=NO1)C1=C(C=C(C(=C1)C1=NC=C(N=C1Cl)C(F)(F)F)F)Cl)C